C(CCC(=O)O)(=O)N[C@@H](CC(C)C)C(=O)O N-succinyl-leucine